FC(F)(F)C1(C=CC=C1)[Zr]C1C=CC=C1 (trifluoromethylcyclopentadienyl)(cyclopentadienyl)zirconium